FC=1C=NN(C1)C1=CC=C(C=N1)[C@H](C)NC(=O)C1(CCC(CC1)C1=NC(=CC(=N1)C)NC1=NNC(=C1)C)OC N-((S)-1-(6-(4-fluoro-1H-pyrazol-1-yl)pyridin-3-yl)ethyl)-1-methoxy-4-(4-methyl-6-((5-methyl-1H-pyrazol-3-yl)amino)pyrimidin-2-yl)cyclohexane-1-carboxamide